FC=1C(=NC(=NC1)NC1=CC=C(C=N1)N1CCN(CC1)C(=O)OC(C)(C)C)C=1C=C2C(=CC(=NC2=C(C1)F)C)C(C)(C)F Tert-butyl 4-(6-((5-fluoro-4-(8-fluoro-4-(2-fluoropropan-2-yl)-2-methylquinolin-6-yl)pyrimidin-2-yl)amino)pyridin-3-yl)piperazine-1-carboxylate